4-(6-methoxy-5-((trimethylsilyl)ethynyl)benzo[b]Thiophen-2-yl)-4-oxoButyric acid ethyl ester C(C)OC(CCC(=O)C1=CC2=C(S1)C=C(C(=C2)C#C[Si](C)(C)C)OC)=O